[Ir+3].C(C1CO1)OCC(C)(COCC1CO1)COCC1CO1 1,1,1-tris(glycidyloxymethyl)ethane Iridium (III)